cis-3-(4-(methoxycarbonyl)phenyl)-1-(p-tolyl)cyclopentane-1-carboxylic acid COC(=O)C1=CC=C(C=C1)[C@@H]1C[C@@](CC1)(C(=O)O)C1=CC=C(C=C1)C